N-[4-(4-Phenyl-piperazin-1-yl)-butyl]-benzamide C1(=CC=CC=C1)N1CCN(CC1)CCCCNC(C1=CC=CC=C1)=O